C(CCCC#N)#N Glutaronitril